NCC(CNC1=C2C=CC=NC2=CC(=N1)C1=CC=C(C=C1)Br)O 1-amino-3-[[7-(4-bromophenyl)-1,6-naphthyridin-5-yl]amino]-2-propanol